C1CCC2=C(C1)C=CC=C2O 5,6,7,8-tetrahydronaphthol